1-allyloxy-2,3-propylene oxide C(C=C)OCC1CO1